2-(2-(2-(2-azidoethoxy)ethoxy)ethyl)-7-fluoro-9-(hydroxymethyl)-9H-fluorene-2-carboxamide N(=[N+]=[N-])CCOCCOCCC1(CC=2C(C3=CC(=CC=C3C2C=C1)F)CO)C(=O)N